C(C=C)(=O)N1[C@H](CN(C[C@H]1C)C1=NC(N2C3=C(C(=C(C=C13)C(F)(F)F)C1=C(C=C(C(=C1)Cl)F)F)SC[C@H](C2)N)=O)C (3S)-8-((3S,5R)-4-acryloyl-3,5-dimethylpiperazin-1-yl)-3-amino-11-(5-chloro-2,4-difluorophenyl)-10-(trifluoromethyl)-3,4-dihydro-2H,6H-[1,4]thiazepino[2,3,4-ij]quinazolin-6-one